C1N(CCC2=CC=NC=C12)C1CN(C1)C(=O)OC(C)(C)C tert-butyl 3-(3,4-dihydro-2,7-naphthyridin-2(1H)-yl)azetidine-1-carboxylate